BrC=1C2=C(C(N(C1)C)=O)N(C(=C2C=2OC(=NN2)COC)C)COCC[Si](C)(C)C 4-bromo-3-(5-(methoxymethyl)-1,3,4-oxadiazol-2-yl)-2,6-dimethyl-1-((2-(trimethylsilyl)ethoxy)methyl)-1H-pyrrolo[2,3-c]pyridin-7(6H)-one